FC(C(=O)O)(F)F.FC(C(=O)O)(F)F.CC=1C=C(C=C(C1)COC1=CC=C(C=C1)NC(=N)N)COC1=CC=C(C=C1)NC(=N)N 1,1'-((((5-methyl-1,3-phenylene)bis(methylene))bis(oxy))bis(4,1-phenylene))diguanidine di(trifluoroacetate)